BrC1=C(C=CC(=C1)OC(F)(F)F)NC1=C(C(=O)NC=2C(=NC(=CC2)OC)Br)C=C(C=N1)C(F)(F)F ((2-bromo-4-(trifluoromethoxy)phenyl)amino)-N-(2-bromo-6-methoxypyridin-3-yl)-5-(trifluoromethyl)nicotinamide